5-chloro-4-(6,6-difluoro-1,4-diazepan-1-yl)-2-(4-methylthiazol-5-yl)-1H-pyrimidin-6-one hydrochloride Cl.ClC1=C(N=C(NC1=O)C1=C(N=CS1)C)N1CCNCC(C1)(F)F